NC=1C2=C(N=CN1)N(C(=C2C2=CC=C(C=C2)C2CC2)C#CC2CN(C2)[C@H]2[C@H](CN(CC2)C(C=C)=O)O)C 1-((3S,4R)-4-(3-((4-amino-5-(4-cyclopropylphenyl)-7-methyl-7H-pyrrolo[2,3-d]pyrimidin-6-yl)ethynyl)azetidin-1-yl)-3-hydroxypiperidin-1-yl)prop-2-en-1-one